2-fluoro-4-((1R,2S)-5'-methoxy-2'-oxospiro[cyclopropane-1,3'-indolin]-2-yl)benzonitrile FC1=C(C#N)C=CC(=C1)[C@@H]1C[C@@]12C(NC1=CC=C(C=C21)OC)=O